C(C)(C)(C)OC(=O)C1=CNOC=C1.FC(OC1=C(C=C(C(=O)NC=2SC=CN2)C=C1)N1N=C(C=2C=NC(=CC21)C=2C=NN1C2N=CC=C1)C)F 4-(difluoromethoxy)-3-(3-methyl-6-(pyrazolo[1,5-a]pyrimidin-3-yl)-1H-pyrazolo[4,3-c]pyridin-1-yl)-N-(thiazol-2-yl)benzamide t-butyl-oxazine-4-carboxylate